[Br-].C(C)N(CC)[P+](N(CCCCCC)CCCCCC)(N(CC)CC)N(CC)CC tri(diethylamino)(dihexylamino)phosphonium bromide